FC(C(C(C(C(F)(F)F)(C(F)(F)F)F)(OC)F)(F)F)(F)F 1,1,1,2,2,3,4,5,5,5-Decafluoro-3-methoxy-4-trifluoromethylpentane